[K].CC1=C(C=CC=C1)C(C(=O)O)=NOC 2-methyl-alpha-methoxyiminophenylacetic acid potassium